Azidoneuraminic Acid N(=[N+]=[N-])C1C(C(O)=O)(O)O[C@H]([C@@H]([C@H]1O)N)[C@H](O)[C@H](O)CO